C1(CC1)C=1SC2=NC(=CC=C2N1)C(C)=O 1-(2-cyclopropylthiazolo[5,4-b]pyridin-5-yl)ethan-1-one